ClC=1C=C(C2=C(CN(S2(=O)=O)[C@@H]([C@@H](C)C2=C(C(=CC=C2F)C)C)C2=NNC(O2)=O)C1)OC 5-((1S,2S)-1-(5-chloro-7-methoxy-1,1-dioxidobenzo[d]isothiazol-2(3H)-yl)-2-(6-fluoro-2,3-dimethylphenyl)propyl)-1,3,4-oxadiazol-2(3H)-one